BrC=1C=C(C(=NC1)N)OC(C)C1=C(C=NN1C)C 5-bromo-3-[1-(1,4-dimethyl-1H-pyrazol-5-yl)ethoxy]pyridin-2-amine